C(#N)N1C[C@H](CC1)C(=O)NC=1SC(=CN1)C1=CC(=CC=C1)C#N (S)-1-cyano-N-(5-(3-cyanophenyl)thiazol-2-yl)pyrrolidine-3-carboxamide